N1N=CC=2C1=NC=C(C2)N2CC1(C2)CC(C1)NC(=O)NC1=NC=CC(=C1)Br 1-(2-(1H-pyrazolo[3,4-b]pyridin-5-yl)-2-azaspiro[3.3]heptan-6-yl)-3-(4-bromopyridin-2-yl)urea